1,4-bis-[4-(3-acryloxypropoxy)benzoyl-oxy]-2-methylbenzene C(C=C)(=O)OCCCOC1=CC=C(C(=O)OC2=C(C=C(C=C2)OC(C2=CC=C(C=C2)OCCCOC(C=C)=O)=O)C)C=C1